(1S,3S)-N1-(3-Fluoro-[2,3'-bipyridin]-6'-yl)-N3-(3H-imidazo[4,5-b]pyridin-2-yl)cyclopentane-1,3-diamine FC=1C(=NC=CC1)C=1C=NC(=CC1)N[C@@H]1C[C@H](CC1)NC1=NC=2C(=NC=CC2)N1